OCC(C)(C)NC(=O)C=1C=2C[C@@H]3[C@H](C2N(N1)C1=NC=C(C=C1)C1CC1)C3 (1aR,5aR)-2-(5-Cyclopropyl-pyridin-2-yl)-1a,2,5,5a-tetrahydro-1H-2,3-diaza-cyclopropa[a]pentalene-4-carboxylic acid (2-hydroxy-1,1-dimethyl-ethyl)-amide